t-amyl-isopropenylcumylperoxide C(C)(C)(CC)C(C(C)(C1=CC=CC=C1)OOC(C(C(C)(C)CC)C(=C)C)(C)C1=CC=CC=C1)C(=C)C